methoxycarbonylamino-1H-pyrrolo[2,3-b]pyridine-1-carboxylic acid tert-butyl ester C(C)(C)(C)OC(=O)N1C(=CC=2C1=NC=CC2)NC(=O)OC